ethyl 4-cyano-3-methoxy-benzoate C(#N)C1=C(C=C(C(=O)OCC)C=C1)OC